N1N=NC(=C1)N1N=C(C=C1[N+](=O)[O-])[N+](=O)[O-] N-triazolyl-3,5-dinitropyrazole